C(=O)([O-])C(O)C(O)C(=O)[O-].[Fe+2] iron tartrate salt